Kalium sulfid [S-2].[K+].[K+]